N[C@@H](CCC(=O)O)C(=O)[O-].C(CCCCCCCCCCCCCCCCCCCCC)(=O)O.[Na+].CC(C)(C)[S@@](=O)N[C@@H]1C2=CC(=CC=C2CC12CCNCC2)C#C[Si](C)(C)C (R)-2-methyl-N-((S)-5-((trimethylsilyl)ethynyl)-1,3-dihydrospiro[indene-2,4'-piperidin]-3-yl)propane-2-sulfinamide sodium behenate glutamate